[C@H](C)(CC)OC1=CC=2N(C=C1C(=O)NC=1C(N(C=CC1)C1C(C1)F)=O)C=C(N2)C21COC(C2)(C1)C 7-((S)-sec-butoxy)-N-(1-(2-fluorocyclopropyl)-2-oxo-1,2-dihydropyridin-3-yl)-2-(1-methyl-2-oxabicyclo[2.1.1]hexan-4-yl)imidazo[1,2-a]pyridine-6-carboxamide